BrCC1=CC=CC(=N1)C1CCNCC1 4-(6-bromomethylpyridyl)piperidine